(R)-4-(6-(4-(2-(dimethylamino)-2-phenylpropanoyl)piperazin-1-yl)pyridin-3-yl)-6-(1-methyl-1H-pyrazol-4-yl)pyrazolo[1,5-a]pyrazine-3-carbonitrile CN([C@](C(=O)N1CCN(CC1)C1=CC=C(C=N1)C=1C=2N(C=C(N1)C=1C=NN(C1)C)N=CC2C#N)(C)C2=CC=CC=C2)C